CC=1C(C2=CC=CC=C2C(C1CCC(=C)C)=O)=O 2-methyl-3-isopentenyl-1,4-naphthoquinone